FC1=CC=C(CNC(=O)NC2=CC=C(C=C2)CC=2C=NC=CC2)C=C1 1-(4-fluorobenzyl)-3-(4-(pyridin-3-ylmethyl)phenyl)urea